OC1C(OC2=CC(=CC(=C2C1=O)O)OC)C1=CC=C(C=C1)O 3,4',5-Trihydroxy-7-methoxyflavanone